C(C=C)C1=C(C=CC=C1)OC#N 2-(2-propenyl)cyanatobenzene